CC1=NC(=CC(=N1)NC1=NN2C(C=C(C=C2)C2=C(C=NC(=C2)C)OCC(C)(C)NC(C)=O)=C1)C N-[2-[[4-[2-[(2,6-dimethylpyrimidin-4-yl)amino]pyrazolo[1,5-a]pyridin-5-yl]-6-methyl-3-pyridyl]oxy]-1,1-dimethyl-ethyl]acetamide